ClC=1C(=C(C=CC1)N1CC2(C1)CC(C2)OC=2C=CC(=NC2C(=O)NCC2(CNC2)O)C=2C(=NC=CC2)OCC)C(F)(F)F 5-({2-[3-chloro-2-(trifluoromethyl)phenyl]-2-azaspiro[3.3]heptan-6-yl}oxy)-2'-ethoxy-N-[(3-hydroxyazetidin-3-yl)methyl][2,3'-bipyridine]-6-carboxamide